C(CCC)OC1=CC=C(C=N1)B(O)O 6-BUTOXYPYRIDINE-3-BORONIC ACID